C1N(C[C@@H]2[C@H]1CNC2)C2=NN=CS2 5-((3aR,6aS)-hexahydropyrrolo[3,4-c]pyrrol-2(1H)-yl)-1,3,4-thiadiazol